C(C)(C)(C)P(C1=C(C=CC=C1)C1=C(C=C(C=C1C(C)C)C(C)C)C(C)C)C(C)(C)C di-tert-butyl-[2',4',6'-tris(propan-2-yl)-[1,1'-biphenyl]-2-yl]Phosphine